C(C)(C)(C)C1=CC(=NC=C1)C1CC(CC1)C1=CC(=NN1)NC=1C(=CC2=C(CNS2(=O)=O)C1)F 5-((5-(3-(4-(tert-butyl)pyridin-2-yl)cyclopentyl)-1H-pyrazol-3-yl)amino)-6-fluoro-2,3-dihydrobenzo[d]isothiazole 1,1-dioxide